NC1=CC(=C(OCC(=O)N(C)C)C=C1N)Br 2-(4,5-diamino-2-bromo-phenoxy)-N,N-dimethyl-acetamide